6-Hydroxyhexyl methacrylate C(C(=C)C)(=O)OCCCCCCO